S(=O)(=O)(OC=CC)OC=CC dipropenyl sulfate